O1CCOC2C1CCO2 tetrahydrofuranodioxane